C(C)C=1C=NC=CC1C=1C=C2C(=NC1)NN=C2C(=O)C=2C(=C(C(=CC2)F)NS(=O)(=O)CCC)F N-[3-[5-(3-ethyl-4-pyridinyl)-1H-pyrazolo[3,4-b]pyridine-3-carbonyl]-2,6-difluorophenyl]propane-1-sulfonamide